C(C1=CC=CC=C1)N1C[C@@H](CCC1)NC1=C2C(=NC=C1C(=O)OC(C)(C)C)NC=C2 tert-butyl (R)-4-((1-benzylpiperidin-3-yl)amino)-1H-pyrrolo[2,3-b]pyridine-5-carboxylate